COC(=O)C1(C2CC3CC(CC1C3)C2)C(=O)O (1r,3r,5r,7r)-2-(methoxycarbonyl)adamantane-2-carboxylic acid